5-(2,5-dioxotetrahydro-3-furanyl)-3a,4,5,9b-tetrahydronaphtho[1,2-c]furan-1,3-dione O=C1OC(CC1C1CC2C(C(OC2=O)=O)C2=CC=CC=C12)=O